6-chloro-3-(1-(2-fluoroacryloyl)azetidin-3-yl)-1-(4-(trifluoromethyl)phenyl)-1,3-dihydro-2H-imidazo[4,5-b]pyridin-2-one ClC=1C=C2C(=NC1)N(C(N2C2=CC=C(C=C2)C(F)(F)F)=O)C2CN(C2)C(C(=C)F)=O